OC[C@H](CC)NC(OCC1C2=CC=CC=C2C=2C=CC=CC12)=O (9H-fluoren-9-yl)methyl (S)-(1-hydroxybutan-2-yl)carbamate